O1CC(C1)N1CCN(CC1)C(C=CC#N)C 4-[4-(oxetan-3-yl)piperazin-1-yl]pent-2-enenitrile